N1=CC(=CC=C1)C1=NC(=NC=C1)NC=1C=C(C(=CC1)N)N N4-(4-(pyridin-3-yl)pyrimidin-2-yl)benzene-1,2,4-triamine